CC1=CC=C(O1)C1=NC2=CC=CC=C2C(=C1)C(=O)N1CCCCC1 (2-(5-methylfuran-2-yl)quinolin-4-yl)(piperidin-1-yl)methanone